8-(2-methyl-4-(methylsulfonyl)phenyl)imidazo[1,2-c]pyrimidine-2-carboxylate CC1=C(C=CC(=C1)S(=O)(=O)C)C=1C=2N(C=NC1)C=C(N2)C(=O)[O-]